C(#N)C=1C=C(C=CC1F)NC(=O)N1CC=2N(CC1)N=CC2C(=O)O 5-((3-Cyano-4-fluorophenyl)carbamoyl)-4,5,6,7-tetrahydropyrazolo[1,5-a]pyrazine-3-carboxylic acid